NC1=CC=C(C(=N1)C)B1OC(C)(C)C(C)(C)O1 6-amino-2-methylpyridin-3-ylboronic acid pinacol ester